(2r,5s)-2,5-dimethyl-4-(5-methyl-7-(4-(trifluoromethyl)pyridin-2-yl)-7H-pyrrolo[2,3-d]pyrimidin-4-yl)piperazine-1-carboxylic acid tert-butyl ester C(C)(C)(C)OC(=O)N1[C@@H](CN([C@H](C1)C)C=1C2=C(N=CN1)N(C=C2C)C2=NC=CC(=C2)C(F)(F)F)C